1-(cyclobutylmethyl)-6-(3,5-dimethylisoxazol-4-yl)-1H-imidazo[4,5-b]pyridin-2(3H)-one C1(CCC1)CN1C(NC2=NC=C(C=C21)C=2C(=NOC2C)C)=O